(S)-3-((3-(2-(4-chlorophenyl)-2-hydroxyethyl)-1,2,4-oxadiazol-5-yl)methyl)-1-methyl-6-(trifluoromethyl)pyrimidine-2,4(1H,3H)-dione ClC1=CC=C(C=C1)[C@H](CC1=NOC(=N1)CN1C(N(C(=CC1=O)C(F)(F)F)C)=O)O